C(C)N1C2=C([C@@H]([C@@H](C1=O)NC(C1=CC(=CC=C1)S(=O)(=O)C)=O)C1=CC=C(C=C1)F)C(=NN2C2=CC=CC=C2)C N-[(4S,5S)-7-ethyl-4-(4-fluorophenyl)-3-methyl-6-oxo-1-phenyl-1H,4H,5H,6H,7H-pyrazolo[3,4-b]pyridin-5-yl]-3-methanesulfonylbenzamide